3-(3-{[((7S)-3,4-dimethoxybicyclo[4.2.0]oct-1,3,5-trien-7-yl)methyl]methylamino}propyl)-1,3,4,5-tetrahydro-7,8-dimethoxy-2H-3-benzazepin-2-one COC=1C=C2C[C@@H](C2=CC1OC)CN(CCCN1CCC2=C(CC1=O)C=C(C(=C2)OC)OC)C